C(CCCCCCCC=CCC=CCCCCC)(=O)OCC(C)COC(=O)OCCCN(CC)CC 2-((((3-(diethylamino)propoxy)carbonyl) oxy)methyl)propyl octadeca-9,12-dienoate